(6R)-6-{[2-(4-methoxyphenyl)-10-(trifluoromethyl)[1,2,4]triazolo[1,5-c]quinazolin-5-yl]amino}-1,4-diazepan-5-one COC1=CC=C(C=C1)C1=NN2C(=NC=3C=CC=C(C3C2=N1)C(F)(F)F)N[C@H]1C(NCCNC1)=O